O-(3,4,5-trifluorophenyl) 2',3,5-trifluoro-4''-pentyl-[1,1':4',1''-terphenyl]-4-carbothioate FC1=C(C=CC(=C1)C1=CC=C(C=C1)CCCCC)C1=CC(=C(C(=C1)F)C(OC1=CC(=C(C(=C1)F)F)F)=S)F